C(C)(C)(C)OC(COC1=C(C(=O)OC)C=CC=C1)=O methyl 2-(2-(tert-butoxy)-2-oxoethoxy)benzoate